1-bromo-3-((3,3-difluorocyclobutyl)ethynyl)benzene BrC1=CC(=CC=C1)C#CC1CC(C1)(F)F